C(=O)O[C@H]1C[C@H](CC1)N1CC2(CC1)CCN(CC2)C=2C1=C(N=C(N2)C2=CC=NC=C2)C=NC=C1 (1R,3S)-3-(8-(2-(pyridin-4-yl)pyrido[3,4-d]pyrimidin-4-yl)-2,8-diazaspiro[4.5]decan-2-yl)cyclopentanol formate